1-(methyl-cyclopropyl)-2-(3-pyridyl)-2H-indazole-4-carboxamide CC1(CC1)N1N(CC=2C(=CC=CC12)C(=O)N)C=1C=NC=CC1